O1CCC(=CC1)C1=NC(=CC(=N1)C#C)C 2-(3,6-dihydro-2H-pyran-4-yl)-4-ethynyl-6-methylpyrimidine